4-bromo-N1-((cis)-3-methoxycyclobutyl)benzene-1,2-diamine BrC=1C=C(C(=CC1)N[C@@H]1C[C@@H](C1)OC)N